C(CCCCCCCCCCCCC)C([C@@H](O)[C@@H](O)[C@H](O)[C@H](O)CO)(O)CCCCCCCCCCCCCC bistetradecyl-mannitol